5-pentylethyl ether CCCCCOCC